2-(4-(4-(4-(diphenylmethoxy)piperidin-1-yl)butanoyl)phenyl)-2-methylpropionic acid C1(=CC=CC=C1)C(OC1CCN(CC1)CCCC(=O)C1=CC=C(C=C1)C(C(=O)O)(C)C)C1=CC=CC=C1